CNC1=CC(=NC2=NC(=CC(=C12)C)C)N[C@H]1CNCC1 (R)-N4,5,7-trimethyl-N2-(pyrrolidin-3-yl)-1,8-naphthyridine-2,4-diamine